ClC=1C=CC=2N(C(N=C(C2N1)N1C[C@H]([C@@H](CC1)OC1=CC(=CC=C1)C(F)(F)F)OC)=O)C |r| (±)-trans-6-chloro-4-(3-methoxy-4-(3-(trifluoromethyl)phenoxy)piperidin-1-yl)-1-methylpyrido[3,2-d]pyrimidin-2(1H)-one